C1=C(C=CC2=CC3=CC=CC=C3C=C12)N 2-anthraceneamine